2-(3,5-dichlorophenyl)ethylamine ClC=1C=C(C=C(C1)Cl)CCN